5-ethylsulfonyl-N-(2-methylthioethoxy)-6-(6-pentafluoroethyl-3-methyl-3H-imidazo[4,5-c]pyridazin-2-yl)nicotinimidoyl bromide C(C)S(=O)(=O)C=1C(=NC=C(C(=NOCCSC)Br)C1)N1NC=2C(=CC1C)N=C(N2)C(C(F)(F)F)(F)F